2-dodecyl-p-cresol C(CCCCCCCCCCC)C1=CC(=CC=C1O)C